CC1(O[C@H]2[C@@H]3OC(O[C@@H]3[C@@H](O[C@H]2O1)CO)(C)C)C [(1R,2S,6S,8S,9R)-4,4,11,11-tetramethyl-3,5,7,10,12-pentaoxatricyclo[7.3.0.02,6]dodecan-8-yl]methanol